ClC=1C(=NC=CC1C=1C(=C(C=CC1)NC(C1=NC=C(C=C1)CNCCO)=O)C)C1=CC(=C(C=C1)CNC[C@H]1NC(CC1)=O)CC (S)-N-(3-(3-chloro-2-(3-ethyl-4-((((5-oxopyrrolidin-2-yl)methyl)amino)methyl)phenyl)pyridin-4-yl)-2-methylphenyl)-5-(((2-hydroxyethyl)amino)methyl)picolinamide